benzyl ((2S,4S)-1,5-diamino-4-hydroxy-1,5-dioxopentan-2-yl)carbamate NC([C@H](C[C@@H](C(=O)N)O)NC(OCC1=CC=CC=C1)=O)=O